(R)-1-(3-bromo-1-ethyl-5-(3-methylmorpholinyl)-1H-pyrazolo[4,3-b]pyridin-7-yl)cyclopropanenitrile BrC1=NN(C=2C1=NC(=CC2C2(CC2)C#N)N2[C@@H](COCC2)C)CC